1-(2,6-dichlorophenyl)-4-((4-(1-(2,2,2-trifluoroethyl)-1H-imidazol-2-yl)phenyl)amino)-1H-pyrazole-3-carboxamide ClC1=C(C(=CC=C1)Cl)N1N=C(C(=C1)NC1=CC=C(C=C1)C=1N(C=CN1)CC(F)(F)F)C(=O)N